O=C1C(C(CC1)CC(=O)OCC(COCCCCCCCC\C=C/C\C=C/CCCCC)OCCCCCCCC\C=C/C\C=C/CCCCC)C\C=C/CC 2,3-bis(((9Z,12Z)-octadeca-9,12-dien-1-yl)oxy)propyl 2-(3-oxo-2-((Z)-pent-2-en-1-yl)cyclopentyl)acetate